(S)-N-((S)-1-(5-(2-Ethylbenzo[d]thiazol-6-yl)-1H-imidazol-2-yl)-7-oxononyl)-6-methyl-6-azaspiro[2.5]octan-1-carboxamid C(C)C=1SC2=C(N1)C=CC(=C2)C2=CN=C(N2)[C@H](CCCCCC(CC)=O)NC(=O)[C@H]2CC21CCN(CC1)C